(Z)-N-{3-benzylidene-2-(methyl-[2-pyridyl]amino)-1-oxoisoindolin-5-yl}acetamide C(/C1=CC=CC=C1)=C\1/N(C(C2=CC=C(C=C12)NC(C)=O)=O)N(C1=NC=CC=C1)C